(±)-2-(3-((5-Fluoro-2-(trifluoromethyl)phenoxy)methyl)pyrrolidin-1-yl)-6-methylpyrimidine FC=1C=CC(=C(OC[C@H]2CN(CC2)C2=NC(=CC=N2)C)C1)C(F)(F)F |r|